ClC=1C=C(C(=O)NC2=CC=C(C=C2)[C@@H]2CNCCO2)C=CC1Cl |r| (RS)-3,4-Dichloro-N-(4-morpholin-2-yl-phenyl)-benzamid